2-(3-acetyl-5-(2-(dimethylamino)pyrimidin-5-yl)-1H-indol-1-yl)-N-(2-((3-chloro-2-fluorobenzyl)amino)-2-oxoethyl)-N-isopropylacetamide C(C)(=O)C1=CN(C2=CC=C(C=C12)C=1C=NC(=NC1)N(C)C)CC(=O)N(C(C)C)CC(=O)NCC1=C(C(=CC=C1)Cl)F